7-bromo-2-chloroquinazoline BrC1=CC=C2C=NC(=NC2=C1)Cl